FC1=C(C(=C2C=CNC2=C1)C)OC=1C=CC=C(C#N)C1 5-((6-fluoro-4-methyl-1H-indol-5-yl)oxy)benzonitrile